[4-(dimethylamino)-1-(4-fluorophenyl)-1-hydroxybutyl]-3-hydroxymethylbenzonitrile CN(CCCC(O)(C1=CC=C(C=C1)F)C1=C(C#N)C=CC=C1CO)C